7-amino-3-cyclopropyl-N-[(3-hydroxyoxetan-3-yl)methyl]-7,8-dihydro-6H-cyclopenta[g]isoquinoline NC1CC2=C(C=C3C=C(N(CC3=C2)CC2(COC2)O)C2CC2)C1